COC1=C(C=NC=C1)C(C#C)O (4-methoxypyridin-3-yl)prop-2-yn-1-ol